10-farnesyl-4,6,8-trihydroxy-dibenzodiazepine C(C=C(C)CCC=C(C)CCC=C(C)C)C1=CC=2C(=CN(N=C3C2C=CC=C3O)O)C(=C1)O